N8-(tert-butyl)-6-(difluoromethyl)-N2-(piperidin-4-yl)pyrido[3,4-d]pyrimidine-2,8-diamine C(C)(C)(C)NC1=NC(=CC2=C1N=C(N=C2)NC2CCNCC2)C(F)F